CSC1=CC=C(C=C1)C(C(C)N1CCOCC1)=O (4-(methylthio)phenyl)-2-(4-morpholinyl)-1-propanone